C[C@H](C1=CC=CC=C1)NCC=C (R)-(+)-N-allyl-alpha-methylbenzylamine